2-(2,3-dichloro-6-((2-(trimethylsilyl)ethoxy)methoxy)phenyl)-2,7-diazaspiro[3.5]nonan-6-one ClC1=C(C(=CC=C1Cl)OCOCC[Si](C)(C)C)N1CC2(C1)CC(NCC2)=O